1-bromonaphthalene-d7 [2H]C1=C(C(=C2C(=C1[2H])C(=C(C(=C2Br)[2H])[2H])[2H])[2H])[2H]